trans-N-(3-(1-(2,2-Difluoroethyl)-1H-pyrazol-4-yl)phenyl)-4-hydroxy-N-((trans-4-(4-methoxy-3-methylphenyl)cyclohexyl)methyl)cyclohexanecarboxamide FC(CN1N=CC(=C1)C=1C=C(C=CC1)N(C(=O)[C@@H]1CC[C@H](CC1)O)C[C@@H]1CC[C@H](CC1)C1=CC(=C(C=C1)OC)C)F